5-(5-fluoro-1H-indol-4-yl)-1-methyl-imidazole-2-carboxamide FC=1C(=C2C=CNC2=CC1)C1=CN=C(N1C)C(=O)N